2-(5-(8-methoxy-[1,2,4]triazolo[1,5-a]pyridin-6-yl)-4-(2,2,2-trifluoroethyl)-1H-pyrazol-3-yl)-4-methyl-5-(6-methyl-2,6-diazaspiro[3.3]heptan-2-yl)thiazole COC=1C=2N(C=C(C1)C1=C(C(=NN1)C=1SC(=C(N1)C)N1CC3(C1)CN(C3)C)CC(F)(F)F)N=CN2